sodium 2-acetamidoethyl-2-acetamidoethanethiol C(C)(=O)NCCC(CNC(C)=O)S.[Na]